C1NCCC12CCN(CC2)C(=O)N 2,8-diazaspiro[4.5]decane-8-carboxamide